(S)-N-(4-(5-amino-1-(1-(2-hydroxypropionyl)-1,4,5,6-tetrahydropyridin-3-yl)imidazo[1,5-c]pyrimidin-3-yl)benzyl)-5-fluoro-2-methoxybenzamide NC1=NC=CC=2N1C(=NC2C2=CN(CCC2)C([C@H](C)O)=O)C2=CC=C(CNC(C1=C(C=CC(=C1)F)OC)=O)C=C2